1-((2R,3R,4R,5R)-3-Fluoro-4-hydroxy-5-hydroxymethyl-3-methyl-tetrahydrofuran-2-yl)-1H-pyrimidine-2,4-dione F[C@]1([C@@H](O[C@@H]([C@H]1O)CO)N1C(NC(C=C1)=O)=O)C